C1(CC1)NC1=NC=C(C(=C1)OC=1C(=NC(=NC1)N)N)C(C)C 5-((2-(cyclopropyl-amino)-5-isopropyl-pyridin-4-yl)oxy)pyrimidine-2,4-diamine